2-(((1R)-1-(2-cyano-7-methyl-3-(2-methyl-4-(pyridin-3-ylmethyl)piperazin-1-yl)quinoxalin-5-yl)ethyl)-amino)benzoic acid C(#N)C1=NC2=CC(=CC(=C2N=C1N1C(CN(CC1)CC=1C=NC=CC1)C)[C@@H](C)NC1=C(C(=O)O)C=CC=C1)C